FC1=C(C=CC=C1)C1=NC2=CC(=CC=C2C(=N1)N)C=1C=NC(=CC1)N1CCNCC1 (2-fluorophenyl)-7-(6-(piperazin-1-yl)pyridin-3-yl)quinazolin-4-amine